C(#C)C=1C=CC(=NC1)C1=CC(=NO1)CN1C(=NC=C1)[C@H](C)OC1OCCCC1 5-(5-ethynylpyridin-2-yl)-3-((2-((1S)-1-((tetrahydro-2H-pyran-2-yl)oxy)ethyl)-1H-imidazol-1-yl)methyl)isoxazole